ethanate C(C)(=O)[O-]